2-methyl-N-[1,1-bis(hydroxymethyl)-2-hydroxylethyl]-propionamide CC(C(=O)NC(CO)(CO)CO)C